(4-cyclopropylphenyl)methyl methanesulfonate CS(=O)(=O)OCC1=CC=C(C=C1)C1CC1